C1(CC1)CC(=O)N1CC=2N=CN=C(C2CC1)OC1=C(C=C(C=C1)NC(=O)C=1C(N(C(N(C1)C(C)C)=O)C1=CC=C(C=C1)F)=O)F N-(4-((7-(2-cyclopropylacetyl)-5,6,7,8-tetrahydropyrido[3,4-d]pyrimidin-4-yl)oxy)-3-fluorophenyl)-3-(4-fluorophenyl)-1-isopropyl-2,4-dioxo-1,2,3,4-tetrahydropyrimidine-5-carboxamide